C(C)OC(=O)C1=CC=2C(=C(N=CC2C2CC2)OC)N1.CNC=1N=C(C(=NC1C=1C2=C(C=NC1)N(C=N2)C)C(=O)N)NC2=CC(=CC=C2)N2CCN(CC2)C 5-(methylamino)-6-(3-methylimidazo[4,5-C]pyridin-7-yl)-3-[3-(4-methylpiperazin-1-yl)anilino]pyrazine-2-carboxamide ethyl-4-cyclopropyl-7-methoxy-1H-pyrrolo[2,3-c]pyridine-2-carboxylate